Isonicotinnitril C(C1=CC=NC=C1)#N